FC(C=1C=CC(=NC1)N)(C1=CC=C(C=C1)F)F 5-(difluoro(4-fluorophenyl)methyl)pyridin-2-amine